CC1(CC(=CC=C1)C)C(CC=O)=O 1,3-dimethylphenylpropane-1,3-dione